(3,4-difluoro-2,6-dimethylphenyl)prop-2-enamide FC=1C(=C(C(=CC1F)C)C(C(=O)N)=C)C